COC1=CC=C(C2=CC=CC=C12)C1=CC(=C(C=C1)O)C 1-methoxy-4-(4-hydroxy-3-methylphenyl)-naphthalene